2-amino-N-((1S,2S)-2-cyanocyclopentyl)-7-fluoro-3-methyl-N-((5-(trifluoromethyl)-2-pyridinyl)methyl)-6-quinolinecarboxamide NC1=NC2=CC(=C(C=C2C=C1C)C(=O)N(CC1=NC=C(C=C1)C(F)(F)F)[C@@H]1[C@H](CCC1)C#N)F